N-(4,4-difluorocyclohexyl)-2-(3-methyl-4,5-dihydro-1H-pyrazol-1-yl)-6-morpholinopyrimidin-4-amine FC1(CCC(CC1)NC1=NC(=NC(=C1)N1CCOCC1)N1N=C(CC1)C)F